monosodium sebacate salt C(CCCCCCCCC(=O)O)(=O)[O-].[Na+]